3-(5-((4-(Benzo[d]isothiazol-3-yl)piperazin-1-yl)methyl)-1-oxoisoindolin-2-yl)piperidine-2,6-dione S1N=C(C2=C1C=CC=C2)N2CCN(CC2)CC=2C=C1CN(C(C1=CC2)=O)C2C(NC(CC2)=O)=O